ethyltri-i-butoxysilane C(C)[Si](OCC(C)C)(OCC(C)C)OCC(C)C